(S)-3-(3-(7,7-difluoro-2-((2S,3R)-3-hydroxy-2-methylazetidin-1-yl)-6,7-dihydro-5H-cyclopenta[d]pyrimidin-4-yl)phenyl)isothiazolidine 1,1-dioxide FC1(CCC2=C1N=C(N=C2C=2C=C(C=CC2)[C@H]2NS(CC2)(=O)=O)N2[C@H]([C@@H](C2)O)C)F